C(C)(C)(C)OC(=O)N1C(CCC1)C(NCC1=CC=C(C=C1)C1=C(N=CS1)C)=O ((4-(4-methylthiazol-5-yl)benzyl)carbamoyl)pyrrolidine-1-carboxylic acid tert-butyl ester